C(C)(C)(C)OC(=O)N1CCC=2C=3C(N(C(C2C1)=O)CC1=CC=C(C=C1)C(F)(F)F)=CSC3 5-oxo-4-(4-trifluoromethylbenzyl)-4,5,8,9-tetrahydrothieno[3,4-c][2,7]naphthyridine-7(6H)-carboxylic acid tert-butyl ester